26-Triacontenoic acid C(CCCCCCCCCCCCCCCCCCCCCCCCC=CCCC)(=O)O